1-chloro-2,3,3-trifluoroprop-1-ene ClC=C(C(F)F)F